CN1C=CC(=C1)NC(C1=CC=C(C=C1)C=CC=1C=NC2=CC=CC=C2C1)=O 1-methyl-4-(4-(2-(quinolin-3-yl)vinyl)benzamido)-1H-pyrrole